N[C@@H]1CN(CC[C@H]1F)C1=NC2=C(N1CC(=O)N(CCOC)C1CS(CC1)(=O)=O)C=C(C(=C2)F)F 2-(2-((3R,4R)-3-Amino-4-fluoropiperidin-1-yl)-5,6-difluoro-1H-benzo[d]imidazol-1-yl)-N-(1,1-dioxidotetrahydrothiophen-3-yl)-N-(2-methoxyethyl)acetamid